3-methyl-2-butenoic acid ((2S,3R,4R)-4-(3,4-dimethoxybenzyl)-2-(3,4-dimethoxyphenyl)tetrahydrofuran-3-yl)methyl ester COC=1C=C(C[C@@H]2[C@@H]([C@H](OC2)C2=CC(=C(C=C2)OC)OC)COC(C=C(C)C)=O)C=CC1OC